NC=1C(=CC(=C(C1)N1C(C=2CCCCC2C1=O)=O)F)Cl 2-(5-amino-4-chloro-2-fluorophenyl)-4,5,6,7-tetrahydro-1H-isoindole-1,3(2H)-dione